CC=1NC=C(C1C(=O)N)C 2,4-dimethyl-1H-pyrrole-3-formamide